N-(2-ethylcyclopropyl)-4-[5-(trifluoromethyl)-1,2,4-oxadiazol-3-yl]benzamide methyl-4-(chlorosulfonyl)-3-nitrobenzoate COC(C1=CC(=C(C=C1)S(=O)(=O)Cl)[N+](=O)[O-])=O.C(C)C1C(C1)NC(C1=CC=C(C=C1)C1=NOC(=N1)C(F)(F)F)=O